N-cyclohexyl-5-(2-methoxyphenyl)-1,7-dimethyl-4-oxo-4,5-dihydro-1H-pyrrolo[3,2-c]pyridine-3-carboxamide C1(CCCCC1)NC(=O)C1=CN(C2=C1C(N(C=C2C)C2=C(C=CC=C2)OC)=O)C